nickel-bismuth-indium [In].[Bi].[Ni]